dimethoxymethyl-phenylsilane COC(OC)[SiH2]C1=CC=CC=C1